C12(CC3CC(CC(C1)C3)C2)CC2=NOC(=N2)[C@H](CCCCNC(OC(C)(C)C)=O)NC(OCC2C3=CC=CC=C3C=3C=CC=CC23)=O (9H-fluoren-9-yl)methyl tert-butyl (S)-1-(3-(adamantan-1-yl)methyl-1,2,4-oxadiazol-5-yl)pentane-1,5-diyldicarbamate